(Z)-3-chloro-N-(1-(3-chloro-5-(pyrimidin-2-yl)phenyl)-2-(cyclohex-1-en-1-ylamino)-2-oxoethyl)-N-cyclopropylacrylamide Cl\C=C/C(=O)N(C1CC1)C(C(=O)NC1=CCCCC1)C1=CC(=CC(=C1)C1=NC=CC=N1)Cl